C(CCC)[C@@H]1NCC2=CC=C(C=C2C1)OC (1S,3S)-3-butyl-6-methoxy-1,2,3,4-tetrahydroisoquinolin